2-(4-chloro-N-methylbenzamido)acetic acid ClC1=CC=C(C(=O)N(C)CC(=O)O)C=C1